C(C)(C)(C)OC(NCC[C@@H]1CN(C(O1)=O)C1=NC2=C(OCC(N2)=O)N=C1)=O N-[2-[(5R)-2-oxo-3-(3-oxo-4H-pyrazino[2,3-b][1,4]oxazin-6-yl)oxazolidin-5-yl]ethyl]carbamic acid tert-butyl ester